7-ethyl-2,5-norbornadiene C(C)C1C2C=CC1C=C2